3-(hydroxymethyl)-2-oxooxolan OCC1C(OCC1)=O